acetic acid (R)-5-cyano-2-((1-((2-cyano-4-(trifluoromethyl) phenyl) sulfonyl)-4-methylenePyrrolidin-3-yl) oxy)-4-fluorophenyl ester C(#N)C=1C(=CC(=C(C1)OC(C)=O)O[C@H]1CN(CC1=C)S(=O)(=O)C1=C(C=C(C=C1)C(F)(F)F)C#N)F